BrC=1C(=C(C=C(C1)F)C1=CC(=C(C(=C1)OC)N1C(N(C=C1)C)=O)Cl)O 1-(3'-bromo-3-chloro-5'-fluoro-2'-hydroxy-5-methoxy-[1,1'-biphenyl]-4-yl)-3-methyl-1H-imidazol-2(3H)-one